henicosan-16-yl 2-methylpropanoate monohydrate O.CC(C(=O)OC(CCCCCCCCCCCCCCC)CCCCC)C